[Se]1C(=CC=C1)C(=O)[O-] Selenophene-2-carboxylate